N1CCCCC2=C1C=CC=C2 2,3,4,5-tetrahydro-1H-1-benzazepine